(3aR,5R,6aS)-N-[(1R,6S)-2,2-difluoro-6-{methyl[(3S)-1-(propan-2-yl)pyrrolidin-3-yl]amino}cyclohexyl]-5-phenylhexahydrocyclopenta[c]Pyrrole-2(1H)-carboxamide FC1([C@@H]([C@H](CCC1)N([C@@H]1CN(CC1)C(C)C)C)NC(=O)N1C[C@@H]2[C@H](C1)CC(C2)C2=CC=CC=C2)F